(2s,4s)-2-((6-bromopyridin-2-yl)carbamoyl)-4-methoxypyrrolidine-1-carboxylic acid tert-butyl ester C(C)(C)(C)OC(=O)N1[C@@H](C[C@@H](C1)OC)C(NC1=NC(=CC=C1)Br)=O